CN1C=C(C2=CC=CC=C12)C(=O)Cl 1-methylindole-3-carbonyl chloride